CC1=NC=C(C(=O)NCCN2C[C@H](CC2)C)C=C1NC1=NN(C=2C=3N(N=CC21)C=C(C3)C=3C=NN(C3)C)C (S)-6-methyl-5-((1-methyl-8-(1-methyl-1H-pyrazol-4-yl)-1H-pyrazolo[3,4-d]pyrrolo[1,2-b]pyridazin-3-yl)amino)-N-(2-(3-methylpyrrolidin-1-yl)ethyl)nicotinamide